C(C)(C)(C)OC(=O)N(C(OC(C)(C)C)=O)C=1C2=C(C=NN1)C(CC2(C)C)C#N tert-butyl N-tert-butoxycarbonyl-N-(7-cyano-5,5-dimethyl-6,7-dihydrocyclopenta[d]pyridazin-4-yl)carbamate